4-(5-Chloro-2-oxo-2,3-dihydro-1H-1,3-benzodiazol-1-yl)-N-(4-chlorophenyl)piperidine-1-carboxamide ClC1=CC2=C(N(C(N2)=O)C2CCN(CC2)C(=O)NC2=CC=C(C=C2)Cl)C=C1